11-(3-(pyridine-2-oxy)phenoxy)imidazo[1,2-f]phenanthridine N1=C(C=CC=C1)OC=1C=C(OC2=CC=3C=4N(C=5C=CC=CC5C3C=C2)C=CN4)C=CC1